C(C1=CC=CC=C1)OC(N(CC1(CCOCC1)O)CCO)=O (2-hydroxyethyl)((4-hydroxytetrahydro-2H-pyran-4-yl)methyl)carbamic acid benzyl ester